C1NCC12OC[C@@H](C2)O (7R)-5-oxa-2-azaspiro[3.4]Octane-7-ol